1-(6-(4-((6-([1,2,4]triazolo[1,5-a]pyridin-7-yloxy)-5-chloropyridin-3-yl)amino)pyrrolo[2,1-f][1,2,4]triazin-5-yl)-2,6-diazaspiro[3.3]heptan-2-yl)prop-2-en-1-one N=1C=NN2C1C=C(C=C2)OC2=C(C=C(C=N2)NC2=NC=NN1C2=C(C=C1)N1CC2(CN(C2)C(C=C)=O)C1)Cl